2-[4-(2-hydroxyethoxy)piperazin-1-yl]ethanesulfonic acid OCCON1CCN(CC1)CCS(=O)(=O)O